sodium vanadium zinc phosphate P(=O)([O-])([O-])[O-].[Zn+2].[V+5].[Na+]